C(CCCCCCC)C1=C(C=CC=C1)OC(NC1CC(CC(C1)(C)C)(C)CNC(=O)OC1=C(C=CC=C1)CCCCCCCC)=O 3-((octylphenoxy)carbonylamino-methyl)-3,5,5-trimethylcyclohexyl-carbamic acid (octylphenyl) ester